3,5,6,7-tetrahydro-s-indacen C1=CCC2=CC=3CCCC3C=C12